9-((4S,5R)-5-ethynyl-4-hydroxy-5-(hydroxymethyl)tetrahydrofuran-2-yl)-9H-purin-6-ol C(#C)[C@]1([C@H](CC(O1)N1C2=NC=NC(=C2N=C1)O)O)CO